2-(4-Methoxyphenyl)benzo[d]oxazole-6-carboxylic acid COC1=CC=C(C=C1)C=1OC2=C(N1)C=CC(=C2)C(=O)O